rel-N-[(5R,6S)-5-[(2-fluoro[1,1'-biphenyl]-3-yl)methyl]-4-oxo-3-(propan-2-yl)-3,4,5,6,7,8-hexahydroquinazolin-6-yl]methanesulfonamide FC1=C(C=CC=C1C[C@@H]1C=2C(N(C=NC2CC[C@@H]1NS(=O)(=O)C)C(C)C)=O)C1=CC=CC=C1 |o1:8,17|